2,2',2''-{10-[3-(4-butoxyphenyl)-1-ethoxy-1-oxopropan-2-yl]-1,4,7,10-tetraazacyclododecane-1,4,7-triyl}triacetic acid C(CCC)OC1=CC=C(C=C1)CC(C(=O)OCC)N1CCN(CCN(CCN(CC1)CC(=O)O)CC(=O)O)CC(=O)O